C(#N)CC(=O)N1CCC12CN(CC2)C=2C=CNC2 4-(1-(2-cyanoacetyl)-1,6-diazaspiro[3.4]octan-6-yl)-1H-pyrrole